5-(1-(3,5-difluorophenyl)ethoxy)-1H-indazole FC=1C=C(C=C(C1)F)C(C)OC=1C=C2C=NNC2=CC1